N[C@H]1CS(C2=C(N(C1=O)CC1=CC=C(C=C1)OCC1CC1)C=C(C=C2)C=2OC(=NN2)C(C)(C)C)(=O)=O (3R)-3-amino-7-(5-tert-butyl-1,3,4-oxadiazol-2-yl)-5-[[4-(cyclopropylmethoxy)phenyl]methyl]-1,1-dioxo-2,3-dihydro-1lambda6,5-benzothiazepin-4-one